CC1(CN(CCN1)C(=O)OC(C)(C)C)C(=O)[O-] 1-(tert-butyl) 3-methylpiperazine-1,3-dicarboxylate